NC1=CC=C(C=N1)C=1C=C(C=CC1C)NC(=O)C=1C(N(C=CC1OCC)C1=CC=C(C=C1)F)=O N-(3-(6-aminopyridin-3-yl)-4-methylphenyl)-4-ethoxy-1-(4-fluorophenyl)-2-keto-1,2-dihydropyridine-3-carboxamide